C1(=CC=CC=C1)[Si](=O)C1=CC=CC=C1 diphenylsilaneOne